N-(2-(3-(phenylselanyl)thiophen-2-yl)phenyl)picolinamide C1(=CC=CC=C1)[Se]C1=C(SC=C1)C1=C(C=CC=C1)NC(C1=NC=CC=C1)=O